7-chloro-8-(6-(2,5-dimethyl-1H-pyrrol-1-yl)-2-ethylpyridin-3-yl)quinoline ClC1=CC=C2C=CC=NC2=C1C=1C(=NC(=CC1)N1C(=CC=C1C)C)CC